C([C@@H]1[C@@H]([C@@H]([C@H]([C@H](O1)OP(=O)([O-])[O-])O)O)O)O The molecule is an organophosphate oxoanion arising from deprotonation of the phosphate OH groups of alpha-D-galactose 1-phosphate; major species at pH 7.3. It has a role as a human metabolite and a Saccharomyces cerevisiae metabolite. It is an organophosphate oxoanion and a monosaccharide 1-phosphate(2-). It is a conjugate base of an alpha-D-galactose 1-phosphate. It is an enantiomer of an alpha-L-galactose 1-phosphate(2-).